FC(CO\N=C\CC=1C(=C(N(C(C1)=O)C)NC1=C(C=C(C=C1)SC)F)C(=O)OC)F methyl (E)-4-(2-((2,2-difluoroethoxy)imino)ethyl)-2-((2-fluoro-4-(methylthio)phenyl)amino)-1-methyl-6-oxo-1,6-dihydropyridine-3-carboxylate